methyl 7-(2-ethoxy-1,1-difluoro-2-oxoethyl)-2-methoxyquinoline-3-carboxylate C(C)OC(C(F)(F)C1=CC=C2C=C(C(=NC2=C1)OC)C(=O)OC)=O